C(C)(=O)C=1C=CC=2N(C1)C(=C(N2)C(=O)OCC)S(=O)(=O)CC ethyl 6-acetyl-3-ethylsulfonyl-imidazo[1,2-a]pyridine-2-carboxylate